tert-butyl 4-(6-bromopyridin-2-yl)-4-fluoropiperidine-1-carboxylate BrC1=CC=CC(=N1)C1(CCN(CC1)C(=O)OC(C)(C)C)F